OC1=C(C=C(C=C1)C=CC(=O)C1=CC=C(C=C1)CC1C(N(C(S1)=O)CC(=O)OC(C)(C)C)=O)OC Tert-butyl 2-[5-[[4-[3-(4-hydroxy-3-methoxyphenyl)prop-2-enoyl]phenyl]methyl]-2,4-dioxo-1,3-thiazolidin-3-yl]acetate